1-((1-Acrylpiperidin-4-yl)methyl)-7-chloro-4-(2-isopropyl-4-methylpyridin-3-yl)-6-(5-methyl-1H-indazol-4-yl)-1,4-dihydropyridine C(=O)(C=C)N1CCC(CC1)CN1C=CC(C=C1C1=C2C=NNC2=C(C=C1C)Cl)C=1C(=NC=CC1C)C(C)C